C(C)(C)(C)OC(=O)N1[C@@](C[C@H](C1)O[Si](C)(C)C(C)(C)C)(C(=O)O)C (2S,4R)-1-tert-Butoxycarbonyl-4-[tert-butyl(dimethyl)silyl]oxy-2-methyl-pyrrolidine-2-carboxylic Acid